N-[3-Fluoro-4-[2-[2-[[(3S)-3-piperidyl]amino]pyrimidin-4-yl]phenoxy]phenyl]naphthalene-1-sulfonamide FC=1C=C(C=CC1OC1=C(C=CC=C1)C1=NC(=NC=C1)N[C@@H]1CNCCC1)NS(=O)(=O)C1=CC=CC2=CC=CC=C12